(1R,2S)-2-fluorocyclopropylamine p-toluenesulfonate CC1=CC=C(C=C1)S(=O)(=O)O.F[C@@H]1[C@@H](C1)N